FC=1C(=C(C2=C(C=CO2)C1)C=1C(=CC2=C(N(C(N=C2N2[C@H](CN(CC2)C(=O)OCCCC)C)=O)C=2C(=NC=CC2C)C(C)C)N1)F)F butyl (3S)-4-(7-(5,6-difluorobenzofuran-7-yl)-6-fluoro-1-(2-isopropyl-4-methylpyridin-3-yl)-2-oxo-1,2-dihydropyrido[2,3-d]pyrimidin-4-yl)-3-methylpiperazine-1-carboxylate